C(C)(C)(C)OC(=O)N1N=CC(=C1)C1=CC(=CC=C1)B1OC(C(O1)(C)C)(C)C tert-butyl-4-[3-(4,4,5,5-tetramethyl-1,3,2-dioxaborolan-2-yl)phenyl]pyrazole-1-carboxylate